N-methoxyethoxyethyl-morpholine COCCOCCN1CCOCC1